(4-aminophenyl)diethylphosphine oxide NC1=CC=C(C=C1)P(CC)(CC)=O